NC/C(/COC1=CC=C(C=C1)S(=O)(=O)CC1(CCOCC1)O)=C\F (E)-4-(((4-((2-(aminomethyl)-3-fluoroallyl)oxy)phenyl)sulfonyl)methyl)tetrahydro-2H-pyran-4-ol